(E)-N-(2-Oxo-2,3-dihydro-1H-benzo[d]imidazol-4-yl)-3-(2-(thiophen-2-yl)-6-(trifluoromethyl)pyridin-3-yl)acrylamid O=C1NC2=C(N1)C=CC=C2NC(\C=C\C=2C(=NC(=CC2)C(F)(F)F)C=2SC=CC2)=O